C(C)(C)OC(=O)N1CCN(CC1)C=1SC(=CN1)C1=C(C=C(C=C1)NC(C)=O)S(NC(C)(C)C)(=O)=O 4-[5-[4-acetamido-2-(tert-butylsulfamoyl)phenyl]thiazol-2-yl]piperazine-1-carboxylic acid isopropyl ester